tert-butyl 4-((3-methoxyazetidin-1-yl) methyl)-2,2-dimethylpiperidine-1-carboxylate COC1CN(C1)CC1CC(N(CC1)C(=O)OC(C)(C)C)(C)C